FC=1C=C(NCCN2CC(C2)CF)C=C(C1[C@H]1N([C@@H](CC2=C3C(=CC=C12)NC=N3)C)CC(F)(F)F)F 3,5-difluoro-N-(2-(3-(fluoromethyl)azetidin-1-yl)ethyl)-4-((6S,8R)-8-methyl-7-(2,2,2-trifluoroethyl)-6,7,8,9-tetrahydro-3H-imidazo[4,5-f]isoquinolin-6-yl)aniline